ClC=1C=CC(=C(C1)C=1N=CN(C(C1)=O)[C@H]1CCC[C@H](C(NC=2C=NN(C2C=2C=CN=C1C2)C)=O)C)C2=CC=C(C=C2)C (9R,13S)-13-{4-[5-chloro-2-(4-methylphenyl)phenyl]-6-oxo-1,6-dihydropyrimidin-1-yl}-3,9-dimethyl-3,4,7,15-tetraazatricyclo[12.3.1.02,6]Octadec-1(18),2(6),4,14,16-pentaen-8-one